C(C=C)(=O)N1CC(CC(CC1)C)C acryloyl-3,5-dimethylhexamethyleneimine